sulfonylamide lithium salt [Li+].S(=O)(=O)=[N-]